tert-Butyl ((1S,2S,4S)-2-isocyanato-4-(3-(trifluoromethyl)phenyl)cyclohexyl)-carbamate N(=C=O)[C@@H]1[C@H](CC[C@@H](C1)C1=CC(=CC=C1)C(F)(F)F)NC(OC(C)(C)C)=O